C(C)(C)(C)OC(N(CC1=CC(=C(C=C1)OC(F)(F)F)Cl)CCC(=O)N(C)CCCNC1=C2C=NNC2=CC(=C1)N1C=NN=C1)=O.ClC1=CC=C(CC=2NC3=C(N2)C=CC=C3)C=C1 2-(4-chlorobenzyl)benzimidazole tert-Butyl-(3-((3-((6-(4H-1,2,4-triazol-4-yl)-1H-indazol-4-yl)amino)propyl)(methyl)amino)-3-oxopropyl)(3-chloro-4-(trifluoromethoxy)benzyl)carbamate